N1C[C@H](CC1)CN1C=CC2=NC(=C(C=C21)C2=CC=C(C=C2)C#N)C2=CC(=C(C=C2)OC)F 4-{1-[((3S)-pyrrolidin-3-yl)methyl]-5-(3-fluoro-4-methoxyphenyl)pyrrolo[3,2-b]pyridin-6-yl}benzenecarbonitrile